C(C)C=1C(NC=2C=C(C=NC2C1)CN1[C@@H]([C@H](C1)OC=1C=CC(=NC1)C(=O)O)C)=O 5-(((2R,3S)-1-((7-ethyl-6-oxo-5,6-dihydro-1,5-naphthyridin-3-yl)methyl)-2-methylazetidin-3-yl)oxy)picolinic acid